CC(CCOC(C1=CC=C(C=C1)O)=O)CCC1=CC=CC=C1 3-Methyl-5-phenylpentyl-4-hydroxybenzoat